(E)-4-(3-(2-methylpyridin-4-yl)-3-oxoprop-1-en-1-yl)-1,2-phenylene diacetate C(C)(=O)OC1=C(C=C(C=C1)\C=C\C(=O)C1=CC(=NC=C1)C)OC(C)=O